FCCCOC([C@@H](NC(=O)C1=NC(=C(C=C1)N1CC(C1)OC)OCC1CC1)CC(C)C)=O.C1=CC=CC=2C3=CC=CC=C3N(C12)CCCCOC=1C=C2C=CC(=CC2=CC1)C#N 6-(4-(9H-carbazole-9-yl)butoxy)-2-naphthalenenitrile 3-fluoropropyl-N-[6-(cyclopropylmethoxy)-5-(3-methoxyazetidin-1-yl)pyridine-2-carbonyl]-L-leucinate